COC1=C(C=CC=C1C1=NN(C=N1)C)NC1=C(C=NC(=C1)NC1=NC=C(C=C1)S(=O)(=O)C)C(CC)=O 1-(4-((2-methoxy-3-(1-methyl-1H-1,2,4-triazol-3-yl)phenyl)amino)-6-((5-(methylsulfonyl)pyridin-2-yl)amino)pyridin-3-yl)propan-1-one